FC=1C(=NC=CC1)C1=CN=C(S1)NC1=CC2=C(C=N1)N=CN2CCN2C(CCC2)C(=O)N [2-[6-[[5-(3-fluoro-2-pyridyl)thiazol-2-yl]amino]imidazo[4,5-c]pyridin-1-yl]ethyl]pyrrolidine-2-carboxamide